7-fluoro-3,3-dimethyl-1H-indol-2-one FC=1C=CC=C2C(C(NC12)=O)(C)C